C1(CC1)C1=CC(=CN=N1)C1=NOC(=N1)C(C)NC(=O)C=1N(N=C(C1)C(F)(F)F)C N-[1-[3-(6-cyclopropylpyridazin-4-yl)-1,2,4-oxadiazol-5-yl]ethyl]-2-methyl-5-(trifluoromethyl)pyrazole-3-carboxamide